NC(COC1=NN(C(=C1)C1(CC2CC(CC2C1)C=1N=CN(C1C(=O)NC1=CC(=C(C=C1)F)Cl)C)O)C)=O 4-(5-(3-(2-Amino-2-oxoethoxy)-1-methyl-1H-pyrazol-5-yl)-5-hydroxyoctahydropentalen-2-yl)-N-(3-chloro-4-fluorophenyl)-1-methyl-1H-imidazole-5-carboxamide